CC([O-])CC.[Sn+2].CC([O-])CC stannous sec-butoxide